(difluoromethoxy)-5-(((6-(piperidin-4-yl)pyridin-2-yl)oxy)methyl)pyridine FC(OC1=NC=C(C=C1)COC1=NC(=CC=C1)C1CCNCC1)F